(R)-1-((7-cyano-2-(3'-(3-((3-hydroxyazetidin-1-yl)methyl)-1,7-naphthyridin-8-ylamino)-2,2'-dimethylbiphenyl-3-yl)benzo[d]oxazol-5-yl)methyl)pyrrolidine-3-carboxylic acid C(#N)C1=CC(=CC=2N=C(OC21)C=2C(=C(C=CC2)C2=C(C(=CC=C2)NC=2N=CC=C1C=C(C=NC21)CN2CC(C2)O)C)C)CN2C[C@@H](CC2)C(=O)O